n-heptyl (S)-beta-aminoisobutyrate NC[C@@H](C(=O)OCCCCCCC)C